NCCOCCOCCOCCOCCOCCC(=O)OCCCC butyl 3-[2-[2-[2-[2-(2-aminoethoxy)ethoxy]ethoxy]ethoxy]ethoxy]propanoate